O=C1NC(CCC1N1C(C2=C3C(C(=CC=C13)CC1=CC=C(CN3CCC(CC3)OC3CCC(CC3)NC(=O)C3=NC(=CC=C3)N3C=NC=C3)C=C1)=CC=C2)=O)=O N-((1s,4s)-4-((1-(4-((1-(2,6-dioxopiperidin-3-yl)-2-oxo-1,2-dihydrobenzo[cd]indol-6-yl)methyl)benzyl)piperidin-4-yl)oxy)cyclohexyl)-6-(1H-imidazol-1-yl)pyridine-2-carboxamide